NC1=NC(=C(C=2N1C(N(N2)CCN2CCCCC2)=O)C2=CC(=NC(=C2)C)C)C2=CC=CC=C2 5-amino-8-(2,6-dimethyl-4-pyridinyl)-7-phenyl-2-[2-(1-piperidinyl)ethyl]-[1,2,4]triazolo[4,3-c]pyrimidin-3-one